ClC=1C(=NC(=NC1)N[C@H]1CN(CC1)C1CCN(CC1)CCC1CCN(CC1)C=1C=C2CN(CC2=CC1)C1C(NC(CC1)=O)=O)C1=CNC2=CC=CC=C12 5-(4-(2-(4-((R)-3-((5-Chloro-4-(1H-indol-3-yl)pyrimidin-2-yl)amino)pyrrolidine-1-yl)piperidin-1-yl)ethyl)piperidin-1-yl)-2-(2,6-dioxopiperidin-3-yl)isoindoline